4-aza-1-azoniabicyclo[2.2.2]octane methanesulfonate CS(=O)(=O)[O-].[NH+]12CCN(CC1)CC2